FC(OC1=CC=C(C=C1)C1=C(C(C(=O)O)=CC(=C1C(=O)O)C(=O)O)C(=O)O)(F)F [4-(trifluoromethoxy)phenyl]-pyromellitic acid